N-(pentadecan-8-yl)pentadecanamide CCCCCCCC(CCCCCCC)NC(CCCCCCCCCCCCCC)=O